Diethyl 4-cyclopropyl-1-[2-(2,3-difluoro-4-methylphenyl)-2-oxoethyl]-1H-pyrazole-3,5-dicarboxylate C1(CC1)C=1C(=NN(C1C(=O)OCC)CC(=O)C1=C(C(=C(C=C1)C)F)F)C(=O)OCC